OC1=C(C=2CC3=CC=CC=C3C2C=C1)CC(C)C hydroxy-isobutylfluorene